Linoleyl Pentatriacontanoate C(CCCCCCCCCCCCCCCCCCCCCCCCCCCCCCCCCC)(=O)OCCCCCCCC\C=C/C\C=C/CCCCC